ClC=1C=C2C(=NC(=NC2=C(C1C1=CC(=CC2=CC=CC=C12)O)F)OC[C@H]1N(CCC1)C)N1C2CNCC1CC2 4-(6-chloro-4-{3,8-diazabicyclo[3.2.1]octan-8-yl}-8-fluoro-2-{[(2S)-1-methylpyrrolidin-2-yl]methoxy}quinazolin-7-yl)naphthalen-2-ol